gold silver tin [Sn].[Ag].[Au]